C1(CCCC1)OC=1C(=C(C(=O)O)C=CC1C(N(S(NC)(=O)=O)C(C)C)=O)F 3-(cyclopentyloxy)-2-fluoro-4-(N-isopropyl-N-methylsulfamoylcarbamoyl)benzoic acid